N-(2-(4-Cyanothiazolidin-3-yl)-2-oxoethyl)-6-(1-(2-(trifluoromethyl)pyridin-4-yl)-cyclopropyl)quinoline-4-carboxamide C(#N)C1N(CSC1)C(CNC(=O)C1=CC=NC2=CC=C(C=C12)C1(CC1)C1=CC(=NC=C1)C(F)(F)F)=O